(6-(difluoromethyl)pyridazin-4-yl)-2,3-difluoro-8-methyl-8-(trifluoromethyl)-7,8-dihydro-6H-pyrazolo[1,5-a]pyrrolo[2,3-e]pyrimidine-6-carboxamide FC(C1=CC(=CN=N1)C1=NC=2N(C3=C1N(CC3(C(F)(F)F)C)C(=O)N)N=C(C2F)F)F